(1E,4E)-1,5-bis(4-hydroxy-3-methoxyphenyl)pentan-1,4-dien-3-one OC1=C(C=C(C=C1)\C=C\C(\C=C\C1=CC(=C(C=C1)O)OC)=O)OC